(S)-8-(2-amino-6-((R)-2,2,2-trifluoro-1-(2-(3-methyl-1H-pyrazol-1-yl)-4-(pyrimidin-5-yl)phenyl)ethoxy)pyrimidin-4-yl)-2,8-diazaspiro[4.5]decane-3-carboxylic acid NC1=NC(=CC(=N1)N1CCC2(C[C@H](NC2)C(=O)O)CC1)O[C@@H](C(F)(F)F)C1=C(C=C(C=C1)C=1C=NC=NC1)N1N=C(C=C1)C